2-(ethylamino)benzene-1-sulfonamide C(C)NC1=C(C=CC=C1)S(=O)(=O)N